(R)-7-(azetidin-3-yloxy)-N-(1-(3-(difluoromethyl)-2-fluorophenyl)ethyl)-2-methyl-6-(1-methylpiperidin-4-yl)pyrido[2,3-d]pyrimidin-4-amine N1CC(C1)OC=1C(=CC2=C(N=C(N=C2N[C@H](C)C2=C(C(=CC=C2)C(F)F)F)C)N1)C1CCN(CC1)C